6-[(1S,4S)-2-tert-butoxycarbonyl-2,5-diazabicyclo[2.2.1]heptan-5-yl]-2-[[(2S)-1-methylpyrrolidin-2-yl]methoxy]pyrimidine-4-carboxylic acid C(C)(C)(C)OC(=O)N1[C@@H]2CN([C@H](C1)C2)C2=CC(=NC(=N2)OC[C@H]2N(CCC2)C)C(=O)O